N-(3,4-methylenedioxyphenyl)-1-(4-(methylsulfonyl)benzyl)-1H-indole-3-carboxamide C1OC=2C=C(C=CC2O1)NC(=O)C1=CN(C2=CC=CC=C12)CC1=CC=C(C=C1)S(=O)(=O)C